FC=1C=C(C=NC1)[C@H](CNC1(CCN(CC1)C(C)=O)C)O (R)-1-(4-((2-(5-Fluoropyridin-3-yl)-2-hydroxyethyl)amino)-4-methyl-piperidin-1-yl)ethan-1-one